COC(=O)C1C(C1)CO 2-hydroxymethylcyclopropane-carboxylic acid methyl ester